(+)-5,5-dideuterio-1-[[6-(difluoromethyl)-2-(methoxymethyl)imidazo[2,1-b][1,3,4]thiadiazol-5-yl]methyl]-4-propyl-imidazolidin-2-one [2H]C1(C(NC(N1CC1=C(N=C2SC(=NN21)COC)C(F)F)=O)CCC)[2H]